dimethylbenzyl ortho-acetate C(C)(OC(C1=CC=CC=C1)(C)C)([O-])[O-]